[2,2'-bipyridine]-6-carboxamide N1=C(C=CC=C1C(=O)N)C1=NC=CC=C1